C(#N)C1=C(C=CC=C1)S(=O)(=O)N1CC(C1)(CNCC(CO)O)COC1=CC(=C(C#N)C=C1)F 4-((1-((2-Cyanophenyl)sulfonyl)-3-(((2,3-dihydroxypropyl)amino)methyl)azetidin-3-yl)methoxy)-2-fluorobenzonitrile